2-acetamido-N-(pyrimidin-2-yl)benzamide C(C)(=O)NC1=C(C(=O)NC2=NC=CC=N2)C=CC=C1